7-(3-(benzo[d]thiazole-2-yl)phenoxy)-N-hydroxyheptanamide S1C(=NC2=C1C=CC=C2)C=2C=C(OCCCCCCC(=O)NO)C=CC2